2-fluoro-3-(trifluoromethyl)phenylboronic acid FC1=C(C=CC=C1C(F)(F)F)B(O)O